2,3-dicyanohydroquinonediglycidyl ether C(#N)C12C(O)=CC=C(C1(C1C(COCC3C2O3)O1)C#N)O